(5S)-tert-butyl 2-cyano-5-(hydroxymethyl)pyrrolidine-1-carboxylate C(#N)C1N([C@@H](CC1)CO)C(=O)OC(C)(C)C